OC(C(=O)C1=CC=C(C=C1)CC1=CC=C(C=C1)C(C(C)(C)O)=O)(C)C 2-hydroxy-1-{4-[4-(2-hydroxy-2-methyl-propionyl)benzyl]phenyl}-2-methylpropan-1-one